(trimethylsilyl)ethan-1-one C[Si](C)(C)C(C)=O